C(CCCCCCC)OC(C(=C(C1=CC=CC=C1)C1=CC=CC=C1)C#N)=O octyl-α-cyano-β,β-diphenylacrylat